ClC=1C=C(C=CC1)N1C([C@@H]2[C@H](C1=O)C=N[C@]2(P(OCC)(=O)OCC)C2=CC=CC=C2)=O |r| diethyl (1RS,3aSR,6aSR)-5-(3-chlorophenyl)-4,6-dioxo-1-phenyl-1,3a,4,5,6,6a-hexahydropyrrolo[3,4-c]pyrrole-1-phosphonate